7-((3-(4-methoxy-1H-benzo[d]imidazol-2-yl)azetidin-1-yl)sulfonyl)-5-methyl-1H-indazole COC1=CC=CC=2NC(=NC21)C2CN(C2)S(=O)(=O)C=2C=C(C=C1C=NNC21)C